1-(5-((4-cyclohexylpiperazin-1-yl)methyl)pyrazolo[1,5-a]pyridin-3-yl)dihydropyrimidine-2,4(1H,3H)-dione C1(CCCCC1)N1CCN(CC1)CC1=CC=2N(C=C1)N=CC2N2C(NC(CC2)=O)=O